CNC(=O)C1=NC=NC(=C1)[Sn](C)(C)C N-methyl-6-(trimethylstannyl)pyrimidine-4-carboxamide